ethyl (4aS,7aR)-1-methyloctahydro-4aH-cyclopenta[b]pyridine-4a-carboxylate CN1[C@H]2[C@@](CCC1)(CCC2)C(=O)OCC